C1(=CCCC1)C1=CC(=C(C(=C1)OC)C=1C=2N(C=CC1C)C=CN2)OC 8-(4-(Cyclopent-1-en-1-yl)-2,6-dimethoxyphenyl)-7-methylimidazo[1,2-a]pyridine